ClC1=C(C(=CC=C1)Cl)C=1N=C2C=3C=C(C=NC3C=CN2C1C(=O)N)C=1C=NC(=CC1)C(C)(C)O 2-(2,6-Dichlorophenyl)-9-(6-(2-hydroxypropan-2-yl)pyridin-3-yl)imidazo[2,1-f][1,6]naphthyridine-3-carboxamide